(3S)-7-((S)-4-acryloyl-2-methylpiperazin-1-yl)-9-chloro-10-(5-chloro-2,4-difluorophenyl)-3-((4-ethylpiperazin-1-yl)methyl)-2H-[1,4]thiazino[2,3,4-ij]quinazolin-5(3H)-one C(C=C)(=O)N1C[C@@H](N(CC1)C1=NC(N2C3=C(C(=C(C=C13)Cl)C1=C(C=C(C(=C1)Cl)F)F)SC[C@@H]2CN2CCN(CC2)CC)=O)C